(3S,4R)-3-fluoro-4-methoxypiperidine-1-carboxylate F[C@H]1CN(CC[C@H]1OC)C(=O)[O-]